(3S,5S,8R,9S,10S,13R,14S,17R)-3-ethyl-17-((S)-7-hydroxy-7-methyloctan-3-yl)-10,13-dimethylhexadecahydro-1H-cyclopenta[a]phenanthren-3-ol C(C)[C@@]1(CC[C@@]2([C@H]3CC[C@@]4([C@H](CC[C@H]4[C@@H]3CC[C@H]2C1)[C@@H](CC)CCCC(C)(C)O)C)C)O